FC1=C(C(=CC=C1)F)B1OBOBO1 (2,6-difluorophenyl)boroxin